glycerol tri(acetoxystearate) C(C)(=O)OC(C(=O)OCC(OC(C(CCCCCCCCCCCCCCCC)OC(C)=O)=O)COC(C(CCCCCCCCCCCCCCCC)OC(C)=O)=O)CCCCCCCCCCCCCCCC